C(C)(=O)[C@]1([C@H](C[C@@](C(O)=O)(O)O[C@H]1[C@H](O)[C@H](O)CO)O)N 5-acetyl-α-neuraminic acid